N-Cyclopropyl-2-((4-(7-(((2S,5R)-5-((N-ethylsulfamoyl)amino)tetrahydro-2H-pyran-2-yl)methyl)-2,7-diazaspiro[3.5]nonan-2-yl)pyrimidin-5-yl)oxy)-5-fluoro-N-isopropylbenzamide C1(CC1)N(C(C1=C(C=CC(=C1)F)OC=1C(=NC=NC1)N1CC2(C1)CCN(CC2)C[C@H]2OC[C@@H](CC2)NS(NCC)(=O)=O)=O)C(C)C